C(C)OC(=O)C1(CCNCC1)C1=NC=C(N=C1)C=1C(=NC=CC1)OCC 4-[5-(2-ethoxypyridin-3-yl)pyrazin-2-yl]Piperidine-4-carboxylic acid ethyl ester